NC1=C2N=CN(C2=NC(=N1)F)[C@H]1CC([C@H](O1)COC(C1=CC=CC=C1)(C1=CC=C(C=C1)OC)C1=CC=C(C=C1)OC)O (2R,5R)-5-(6-amino-2-fluoro-purin-9-yl)-2-[[bis(4-methoxyphenyl)-phenyl-methoxy]methyl]tetrahydrofuran-3-ol